FC(C=1C=C2NC=C3N(C2=CC1)CN=N3)(F)F 7-(trifluoromethyl)-5H-[1,2,4]triazolo[4,3-a]quinoxaline